N1=CNC2=NC=C(C=C21)N 3H-imidazo-[4,5-b]pyridin-6-amine